(R/S)-(1-(3-(cyclopropylmethoxy)-4-fluorophenyl)ethyl)pyrrolidine C1(CC1)COC=1C=C(C=CC1F)[C@@H](C)N1CCCC1 |r|